C(C)C=1C2=C(C(=C(C1)OS(=O)(=O)C(F)(F)F)C)OC(C=1CN(CCC12)C(=O)OC(C)(C)C)=O tert-butyl 10-ethyl-7-methyl-5-oxo-8-(((trifluoromethyl)sulfonyl)oxy)-1,5-dihydro-2H-chromeno[3,4-c]pyridine-3(4H)-carboxylate